OC1CN(C1)C1=CC=CC=2N(C(N(C21)C)=O)N2C(CCCC2=O)=O [4-(3-hydroxyazetidin-1-yl)-3-methyl-2-oxo-benzoimidazol-1-yl]piperidine-2,6-dione